N-(4-((2-(1,1-difluoroethyl)-6-methylpyrimidin-4-yl)amino)-5-(4-methyl-1H-pyrazol-1-yl)pyridin-2-yl)acetamide FC(C)(F)C1=NC(=CC(=N1)NC1=CC(=NC=C1N1N=CC(=C1)C)NC(C)=O)C